O(P([O-])(=O)OP(=O)([O-])[O-])CCCC n-butyl Pyrophosphate